FC=1C=CC2=C(CCO2)C1CNC1=NC=C(C2=CC=NC=C12)C1=CC(=NN1C)C(=O)N 5-(1-(((5-fluoro-2,3-dihydrobenzofuran-4-yl)methyl)amino)-2,7-naphthyridin-4-yl)-1-methyl-1H-pyrazole-3-carboxamide